4-[(3-hydroxyphenyl)sulfonyl]-1,2-diphenyl-6-(pyridin-2-ylamino)-1,2-dihydro-3H-indazol-3-one OC=1C=C(C=CC1)S(=O)(=O)C1=C2C(N(N(C2=CC(=C1)NC1=NC=CC=C1)C1=CC=CC=C1)C1=CC=CC=C1)=O